S1(C=CC2=C1C=CC=C2)=O Benzothien-1-one